N-[(2-aminoquinolin-7-yl)methyl]-N-(1,1-dioxo-2,3-dihydro-1λ6-benzothiophen-7-yl)acetamide NC1=NC2=CC(=CC=C2C=C1)CN(C(C)=O)C1=CC=CC=2CCS(C21)(=O)=O